NC1=C(C(N=C2N1C(=CS2)C2=CC=C(C=C2)OC)C2=CC=C(C=C2)Cl)C#N 5-amino-7-(4-chlorophenyl)-3-(4-methoxyphenyl)-7H-thiazolo[3,2-a]pyrimidine-6-carbonitrile